C1N(CC12CCC2)C=O 2-azaspiro[3.3]heptan-2-yl-methanone